CC1=C(C=C(C=C1)/C=C/C(=O)OCC)C(N(CCOC1=CC=CC=C1)C)=O ethyl E-3-(4-methyl-3-(methyl(2-phenoxyethyl)carbamoyl)phenyl)acrylate